benzyl (2S)-2-(cyanomethyl)piperazine-1-carboxylate hydrochloride Cl.C(#N)C[C@@H]1N(CCNC1)C(=O)OCC1=CC=CC=C1